COC=1C=C2C(=NC=NC2=CC1OC)N1CCN(CC1)CCNC(OC(C)(C)C)=O Tert-Butyl (2-(4-(6,7-Dimethoxyquinazolin-4-yl)Piperazin-1-yl)Ethyl)Carbamate